(5S)-2-(2,4-Difluorobenzyl)-3-oxo-2,3,5,6,7,8-hexahydro[1,2,4]triazolo[4,3-a]pyridine-5-carboxylic acid FC1=C(CN2N=C3N([C@@H](CCC3)C(=O)O)C2=O)C=CC(=C1)F